O[C@@H](C)C=1C=C(C=C2C(C=C(OC12)C1=CC=CC=C1)=O)C 8-[(1S)-1-hydroxyethyl]-6-methyl-2-phenyl-chromen-4-one